C(C)(C)(C)C=1C=C(C=CC1)NCC(O)C=1NC(NC1)=O 4-[2-(3-tert-Butylphenylamino)-1-hydroxyethyl]-1,3-dihydroimidazol-2-one